Ethyl (R)-1-((6-(N,N-diethylsulfamoyl)pyridin-3-yl)sulfonyl)piperidine-3-carboxylate C(C)N(S(=O)(=O)C1=CC=C(C=N1)S(=O)(=O)N1C[C@@H](CCC1)C(=O)OCC)CC